2-(dimethylamino)-N-(methylsulfonyl)acetamide CN(CC(=O)NS(=O)(=O)C)C